tert-butyl (S)-4-amino-2-azabicyclo[3.1.0]hexane-2-carboxylate NC1CN([C@H]2CC12)C(=O)OC(C)(C)C